cesium fluoride salt [F-].[Cs+]